O=C1CC2CC[C@H]3[C@@H]4CC[C@H]([C@@H](CCCC(C(=O)O)=C)C)[C@]4(CC[C@@H]3[C@]2(CC1)C)C 3-oxocholestenoic acid